CC1=NC(=CC=C1CC1CNCCO1)C(F)(F)F 2-methyl-3-(morpholin-2-ylmethyl)-6-(trifluoromethyl)pyridin